22-chloro-11-fluoro-5,23-dimethoxy-20-oxa-2λ6-thia-3,19-diazapentacyclo[16.5.2.14,8.09,14.021,25]hexacosa-1(24),4(26),5,7,9(14),10,12,18,21(25),22-decaene 2,2-dioxide ClC=1C=2ON=C3CCCC=4C=CC(=CC4C4=CC=C(C(NS(C(C1OC)=CC23)(=O)=O)=C4)OC)F